3-(2-aminoethylamino)propyldimethoxy-methylsilane NCCNCCC[Si](C)(OC)OC